C(C)(C)NC(O[C@@H]1CO[C@H](C1)C1=CC(=NN1)NC=1C=CC2=C(CNS2(=O)=O)C1)=O |r| racemic-trans-5-(3-((1,1-dioxido-2,3-dihydrobenzo[d]isothiazol-5-yl)amino)-1H-pyrazol-5-yl)tetrahydrofuran-3-yl isopropylcarbamate